NC1=C(N=CC2=C(C=CC=C12)C1=C(C(=CC=C1)C#N)F)C(=O)NCCC 4-amino-8-(3-cyano-2-fluorophenyl)-N-propylisoquinoline-3-carboxamide